4-((((9H-fluoren-9-yl)methoxy)carbonyl)amino)pyrrolidine-2-carboxylic acid C1=CC=CC=2C3=CC=CC=C3C(C12)COC(=O)NC1CC(NC1)C(=O)O